1,2-Diphenyl-1H-benzimidazole C1(=CC=CC=C1)N1C(=NC2=C1C=CC=C2)C2=CC=CC=C2